[2',6'-dimethoxy-4',6'-bis(benzhydryl)-biphenyl-2-yl]-di-tert-butylphosphine COC1=C(C(CC(=C1)C(C1=CC=CC=C1)C1=CC=CC=C1)(C(C1=CC=CC=C1)C1=CC=CC=C1)OC)C1=C(C=CC=C1)P(C(C)(C)C)C(C)(C)C